3-chloro-2,4-dimethylbenzoic acid ClC=1C(=C(C(=O)O)C=CC1C)C